C(#N)C1=CC=C(CN(C2=C(C(=NC=N2)NC[C@@H]2[C@H](CN(CC2)CC(=O)N)O)F)CC)C=C1 ((3R,4R)-4-(((6-((4-cyanobenzyl)(ethyl)amino)-5-fluoropyrimidin-4-yl)amino)methyl)-3-hydroxypiperidin-1-yl)acetamide